2-octylamino-4-octylthio-6-(3-triethoxysilylpropyl)amino-1,3,5-triazine C(CCCCCCC)NC1=NC(=NC(=N1)SCCCCCCCC)NCCC[Si](OCC)(OCC)OCC